5-(N-[phenethyl]amino)-3-(1-(1-phenyleth-2-yl)piperidin-4-yl)pyrrolo[3,2-b]pyridine C(CC1=CC=CC=C1)NC1=CC=C2C(=N1)C(=CN2)C2CCN(CC2)CCC2=CC=CC=C2